[K+].O[C@H]1C[C@H]2[C@H]([C@H]([C@H]3[C@@H]4CC[C@H]([C@@H](CCC(=O)[O-])C)[C@]4(CC[C@@H]3[C@]2(CC1)C)C)O)CC 3α,7α-dihydroxyl-6α-ethyl-5β-cholan-24-oic acid potassium salt